ethyldeoxybenzoin C(C)C1=C(C=CC=C1)C(=O)CC1=CC=CC=C1